methyl 2-(triphenyl-lambda5-phosphanylidene)acetate C1(=CC=CC=C1)P(=CC(=O)OC)(C1=CC=CC=C1)C1=CC=CC=C1